OC1C(CC(CC1)O)O 1,2,4-Trihydroxycyclohexan